FC(CN1N=C2C=CC(=CC2=C1)[N+](=O)[O-])F 2-(2,2-difluoroethyl)-5-nitro-2H-indazole